ethyl 1-(2-((2R,4aS,4bR,6aS,7S,7aS,8aR,8bR,8cR,10aR)-2-hydroxy-2,6a-dimethyloctadecahydrocyclopropa[4,5]cyclopenta[1,2-a]phenanthren-7-yl)-2-oxoethyl)-1H-pyrazole-4-carboxylate O[C@@]1(CC[C@@H]2[C@H]3CC[C@]4([C@H]([C@@H]3CC[C@@H]2C1)[C@H]1[C@@H]([C@@H]4C(CN4N=CC(=C4)C(=O)OCC)=O)C1)C)C